C(C=C)OC(=O)[C@@H]1[C@@H](CCC1)C(=O)O (1R,2S)-2-((allyloxy)carbonyl)cyclopentane-1-carboxylic acid